N-methyl-N-(1-((3-(trifluoromethyl)phenyl)amino)-2,3-dihydro-1H-inden-5-yl)acrylamide Ammonium selenit [Se](=O)([O-])[O-].[NH4+].CN(C(C=C)=O)C=1C=C2CCC(C2=CC1)NC1=CC(=CC=C1)C(F)(F)F.[NH4+]